CN(CCOC1=CC(=CC=C1)C1=NC[C@H](CC1)C)C (S)-N,N-dimethyl-2-(3-(5-methyl-3,4,5,6-tetrahydropyridin-2-yl)Phenoxy)ethanamine